(3S)-1-[(2R)-2-[[4-(2-Chloro-4-fluoro-phenyl)-7-quinolyl]oxy]propanoyl]pyrrolidin ClC1=C(C=CC(=C1)F)C1=CC=NC2=CC(=CC=C12)O[C@@H](C(=O)N1CCCC1)C